FC1=C(C=CC=C1F)CN1C(CCC1=O)CC(=O)N 2-[1-[(2,3-difluorophenyl)methyl]-5-oxopyrrolidin-2-yl]acetamid